NCC1=CC(=C(C=C1)NC(=O)C1=CC2=C(OCCC3=C2SC=C3)C=C1C=1C(=NC(=CC1)C(NCCC)=O)C(=O)O)OCC 3-(9-((4-(aminomethyl)-2-ethoxyphenyl)carbamoyl)-4,5-dihydrobenzo[b]thieno[2,3-d]oxepin-8-yl)-6-(propylcarbamoyl)picolinic acid